The molecule is an ammonium ion resulting from the protonation of the nitrogen of the secondary amino group of sotalol. It is a conjugate acid of a sotalol. CC(C)[NH2+]CC(C1=CC=C(C=C1)NS(=O)(=O)C)O